γ-caroten-4'-one CC1(C)CCCC(C)=C1\C=C\C(\C)=C\C=C\C(\C)=C\C=C\C=C(/C)\C=C\C=C(/C)\C=C\C=C(/C)\C(CC=C(C)C)=O